ClC=1C=C(C=O)C=CC1SC 3-chloro-4-(methylthio)benzaldehyde